NC1=CC=C(C=C1)C(=O)OCC ethyl 4-aminobenzenecarboxylate